9,10-bis(methoxycarbonylhexadecylene)anthracene COC(=O)CCCCCCCCCCCCCCCCC=1C2=CC=CC=C2C(=C2C=CC=CC12)CCCCCCCCCCCCCCCCC(=O)OC